4-(1-(dimethylamino)ethyl)benzenesulfonamide CN(C(C)C1=CC=C(C=C1)S(=O)(=O)N)C